1-(3-amino-2-chloropyridin-4-yl)ethan-1-one CALCIUM STEARATE C(CCCCCCCCCCCCCCCCC)(=O)[O-].[Ca+2].NC=1C(=NC=CC1C(C)=O)Cl.C(CCCCCCCCCCCCCCCCC)(=O)[O-]